2-(2-hydroxyethyl)-3,8-diazabicyclo[3.2.1]octane-8-carboxylic acid tert-butyl ester C(C)(C)(C)OC(=O)N1C2C(NCC1CC2)CCO